8-chloro-N~2~-{5-chloro-1-[1-(3-methyloxetan-3-yl)piperidin-4-yl]-1H-pyrazol-4-yl}-N~7~-(propan-2-yl)quinazoline-2,7-diamine ClC=1C(=CC=C2C=NC(=NC12)NC=1C=NN(C1Cl)C1CCN(CC1)C1(COC1)C)NC(C)C